perfluoro(1-pentene) FC(=C(C(C(C(F)(F)F)(F)F)(F)F)F)F